N[C@H]1CS(C2=C(N(C1=O)CC1=CC=C(C=C1)Cl)C=C(C(=C2)F)C=2N=NN(C2)CC)(=O)=O (3R)-3-amino-5-[(4-chlorophenyl)methyl]-7-(1-ethyltriazol-4-yl)-8-fluoro-1,1-dioxo-2,3-dihydro-1λ6,5-benzothiazepine-4-one